2-[(4-bromophenyl)amino]-6-(2-chlorophenyl)imidazo[1,2-a]pyrimido[5,4-e]pyrimidin-5(6H)-one BrC1=CC=C(C=C1)NC=1N=CC=2C(N(C=3N(C2N1)C=CN3)C3=C(C=CC=C3)Cl)=O